C1(=CCCC1)C=1N=NNC1 4-(cyclopent-1-enyl)-1H-1,2,3-triazole